t-butylperoxy-3,3,5-trimethylhexanoate CC(C)CC(C)(C)CC(=O)OOOC(C)(C)C